3-(fluoromethyl)-1H-1,2,4-triazol FCC1=NNC=N1